C(C)OC=1C(=NC(=NC1)NC1=CC=C(C(=O)NC2=C(C=CC(=C2)CN2CCOCC2)C)C=C1)C1=CC=C(C=C1)F 4-((5-ethoxy-4-(4-fluorophenyl)pyrimidin-2-yl)amino)-N-(2-methyl-5-(morpholinylmethyl)phenyl)benzamide